C12CN(CC(CC1)N2)C=2OC1=C(N2)C(=C(C=C1C=1SC=CN1)C(C)O)OC(F)(F)F 1-(2-(3,8-diazabicyclo[3.2.1]octan-3-yl)-7-(thiazol-2-yl)-4-(trifluoromethoxy)benzo[d]oxazol-5-yl)ethan-1-ol